(S)-4-(cyclopropyl((5-methylthiophen-2-yl)methyl)carbamoyl)-1-(diphenylcarbamoyl)piperazine-2-carboxylic acid C1(CC1)N(C(=O)N1C[C@H](N(CC1)C(N(C1=CC=CC=C1)C1=CC=CC=C1)=O)C(=O)O)CC=1SC(=CC1)C